N-[3-(hydroxymethyl)oxetan-3-yl]-2-methyl-5-[(pyridin-2-yl)methoxy]-1-benzothiophene-3-carboxamide OCC1(COC1)NC(=O)C1=C(SC2=C1C=C(C=C2)OCC2=NC=CC=C2)C